C(C#CCC)(=O)N pentynamide